ClC1=C(C(=O)O)C(=CC(=C1)C1=CN(C(C(=C1C)C)=O)C)OC 2-chloro-6-methoxy-4-(1,4,5-trimethyl-6-oxo-3-pyridyl)benzoic acid